5-[4-(2,5-dichloro-benzenesulfonyl)-[1,4]diazepan-1-yl]-4-methyl-benzofuran-2-carboxylic acid ClC1=C(C=C(C=C1)Cl)S(=O)(=O)N1CCN(CCC1)C=1C=CC2=C(C=C(O2)C(=O)O)C1C